8-[(2s,5r)-4-[bis(4-chlorophenyl)methyl]-5-ethyl-2-methylpiperazin-1-yl]-5-methyl-6-oxo-5,6-dihydro-1,5-naphthyridine-2-carbonitrile ClC1=CC=C(C=C1)C(N1C[C@@H](N(C[C@H]1CC)C1=CC(N(C=2C=CC(=NC12)C#N)C)=O)C)C1=CC=C(C=C1)Cl